5-FLUORO-N-(4-(4-(2-HYDROXY-2-METHYL-PROPANAMIDO)BICYCLO[2.2.2]OCTAN-1-YL)PHENYL)ISOINDOLINE-2-CARBOXAMIDE FC=1C=C2CN(CC2=CC1)C(=O)NC1=CC=C(C=C1)C12CCC(CC1)(CC2)NC(C(C)(C)O)=O